methyl [1-(phenylcarbonyloxy)]ethyl (2E)-but-2-ene-1,4-dioate C(\C=C\C(=O)OC(C)OC(=O)C1=CC=CC=C1)(=O)OC